4-amino-1-(4-(4-((trans-4-((5-(trifluoromethyl)pyridin-2-yl)amino)cyclohexyl)sulfonyl)phenyl)pyridin-2-yl)pyrrolidin-2-one NC1CC(N(C1)C1=NC=CC(=C1)C1=CC=C(C=C1)S(=O)(=O)[C@@H]1CC[C@H](CC1)NC1=NC=C(C=C1)C(F)(F)F)=O